acrylic acid iso-pentyl ester C(CC(C)C)OC(C=C)=O